methyl 2-acetyl-5-methoxy-3-methylimidazo[1,2-a]pyridine-7-carboxylate C(C)(=O)C=1N=C2N(C(=CC(=C2)C(=O)OC)OC)C1C